5-(2-Fluoro-4-trimethylsilylanilino)-4-methoxycarbonylpyridine-2-carboxylic acid FC1=C(NC=2C(=CC(=NC2)C(=O)O)C(=O)OC)C=CC(=C1)[Si](C)(C)C